Methyl (7-chloro-5-(4-oxo-3,4-dihydrophthalazin-1-yl)-1H-benzimidazol-2-yl)carbamate ClC1=CC(=CC2=C1NC(=N2)NC(OC)=O)C2=NNC(C1=CC=CC=C21)=O